FC([C@@H](C)NC(C1=CN=CC(=C1N1CC2(CCCN2)CC1)C1=CC(=C(C=C1)F)F)=O)(F)F N-[(R)-2,2,2-trifluoro-1-methylethyl]-4-(1,7-diaza-7-spiro[4.4]nonyl)-5-(3,4-difluorophenyl)nicotinamide